5-Chloro-N-(1-(3,3-dimethylbutyl)piperidin-4-yl)-1-ethyl-3-(isoxazol-3-yl)-1H-pyrazole-4-carboxamide ClC1=C(C(=NN1CC)C1=NOC=C1)C(=O)NC1CCN(CC1)CCC(C)(C)C